C1=CC=CC=2C3=CC=CC=C3C(C12)COC(=O)N[C@H](C(=O)O)CC1(CC1)C (2S)-2-(9H-fluoren-9-ylmethoxycarbonylamino)-3-(1-methylcyclopropyl)propionic acid